(1s,4s)-4-((6'-((2-(1-(Cyclopropylsulfonyl)-1H-pyrazol-4-yl)pyrimidin-4-yl)amino)-4-(2-(dimethylamino)ethoxy)-[2,3'-bipyridin]-4'-yl)amino)-1-methylcyclohexan-1-ol C1(CC1)S(=O)(=O)N1N=CC(=C1)C1=NC=CC(=N1)NC1=CC(=C(C=N1)C1=NC=CC(=C1)OCCN(C)C)NC1CCC(CC1)(O)C